FC1=C(C=2OCCN3CCCCCNC=4C=C(N=C(NC1=CC23)N4)C)C=4CCCN(CC4)C(=O)[O-] 5-(20-fluoro-5-methyl-17-oxa-2,4,8,14,23-pentazatetracyclo[12.6.2.13,7.018,22]tricosa-1(21),3,5,7(23),18(22),19-hexaen-19-yl)-2,3,4,7-tetrahydroazepine-1-carboxylate